(2R)-2-methyl-3-oxo-N-((trans-4-(trifluoromethyl)cyclohexyl)((R)-2-(trifluoro-methyl)thiazol-4-yl)methyl)piperazine-1-carboxamide C[C@H]1N(CCNC1=O)C(=O)NC(C=1N=C(SC1)C(F)(F)F)[C@@H]1CC[C@H](CC1)C(F)(F)F